BrN1CCC2(CC1)C(C1=CC=CC=C1C2)N bromo-1,3-dihydrospiro[indene-2,4'-piperidin]-1-amine